C(C1=CC=CC=C1)OC1=CC=C2C(C3(OCC2=C1)CCCCC3)=O 7'-(benzyloxy)spiro[cyclohexane-1,3'-isochroman]-4'-one